1-(2-(Trifluoromethyl)pyrimidin-4-yl)azetidin-3-ol FC(C1=NC=CC(=N1)N1CC(C1)O)(F)F